1-(p-tolyl)adamantane Ethyl-(S)-4-(((2R,4aR,6R,7aR)-6-(4-amino-2-oxopyrimidin-1(2H)-yl)-7,7-difluoro-2-oxidotetrahydro-4H-furo[3,2-d][1,3,2]dioxaphosphinin-2-yl)oxy)-2-methylbutanoate C(C)OC([C@H](CCO[P@@]1(OC[C@@H]2[C@@H](O1)C([C@@H](O2)N2C(N=C(C=C2)N)=O)(F)F)=O)C)=O.C2(=CC=C(C=C2)C21CC3CC(CC(C2)C3)C1)C